COC1=C(C=CC=C1)C=1C=NC=2CCN(CC2C1)C=1C(=C(C=2N(N1)C(C=C(N2)C)=O)C)C 7-(3-(2-methoxyphenyl)-7,8-dihydro-1,6-naphthyridin-6(5H)-yl)-2,8,9-trimethyl-4H-pyrimido[1,2-b]pyridazin-4-one